6-(piperidin-4-ylamino)pyrimidine N1CCC(CC1)NC1=CC=NC=N1